FC1(OC(C(C(C(O1)(F)F)(F)F)(F)F)(F)F)F perfluoro-1,3-dioxepane